2-AMINO-4-METHYLPYRIMIDIN-5-YLBORONIC ACID NC1=NC=C(C(=N1)C)B(O)O